6-(2H-benzotriazole-2-yl)-6-dodecyl-4-methylphenol N=1N(N=C2C1C=CC=C2)C2(C=C(C=CC2O)C)CCCCCCCCCCCC